C(C)(C)(C)OC(=O)NC=1SC2=C(N1)C=C(C=C2)C2=CCC(CN2C(=O)OC(C)(C)C)C tert-butyl 6-(2-((Tert-butoxycarbonyl)amino)benzo[d]thiazol-5-yl)-3-methyl-3,4-dihydropyridine-1(2H)-carboxylate